(4-hydroxy-2-oxo-1-((5-oxo-1-phenylpyrrolidin-3-yl)methyl)-1,2-dihydroquinoline-3-carboxamido)acetic acid OC1=C(C(N(C2=CC=CC=C12)CC1CN(C(C1)=O)C1=CC=CC=C1)=O)C(=O)NCC(=O)O